FC1=C(C=CC=C1)C=1N(C2=C(C=NC(=C2)C2OCCC2)N1)[C@H]1C[C@H](CCC1)N (1S,3R)-3-(2-(2-fluorophenyl)-6-(tetrahydrofuran-2-yl)-1H-imidazo[4,5-c]pyridin-1-yl)cyclohexan-1-amine